Dimethyl Diallyl Malonate COC(=O)C(CC=C)(CC=C)C(=O)OC